2-(2-(6-((cis)-2,6-dimethylmorpholino)pyridin-2-yl)-1,6-naphthyridin-7-yl)-N-(1-(2-hydroxy-2-methylpropyl)-1H-pyrazol-4-yl)acetamide C[C@@H]1O[C@@H](CN(C1)C1=CC=CC(=N1)C1=NC2=CC(=NC=C2C=C1)CC(=O)NC=1C=NN(C1)CC(C)(C)O)C